C1(CC1)C=1NC2=CC=C(C=C2C1C=O)[N+](=O)[O-] 2-CYCLOPROPYL-5-NITRO-1H-INDOLE-3-CARBOXALDEHYDE